2-ethynyl-N-((1-methyl-1H-pyrazol-4-yl)methyl)thiazole-4-carboxamide tert-Butyl-N-[2-[2-[4-(tetralin-1-ylamino)pyrido[3,2-d]pyrimidin-6-yl]oxyethoxy]ethyl]carbamate C(C)(C)(C)OC(NCCOCCOC=1C=CC=2N=CN=C(C2N1)NC1CCCC2=CC=CC=C12)=O.C(#C)C=1SC=C(N1)C(=O)NCC=1C=NN(C1)C